[C@H]12OC[C@H](N(C1)CCN1C3=CC=C(C=C3OC=3C=C(C=CC13)Br)Br)C2 10-(2-((1R,4R)-2-oxa-5-azabicyclo[2.2.1]heptan-5-yl)ethyl)-3,7-dibromo-10H-phenoxazine